C(C)P([O-])([O-])=O.[Fe+2] ferrous (ethylphosphonate)